(o-tolyl)-3,4-dihydroisoquinolin-1-one C1(=C(C=CC=C1)C1NC(C2=CC=CC=C2C1)=O)C